O1CCN(CC1)CCNC1=CC(=C(C=C1)[N+](=O)[O-])N1CCCCC1 N-(2-morpholinoethyl)-4-nitro-3-(piperidin-1-yl)aniline